2-Fluoro-4-(1-((5-methoxy-7-methyl-1H-indol-4-yl)methyl)-4-(2,2,2-trifluoroethyl)piperazin-2-yl)benzoic acid FC1=C(C(=O)O)C=CC(=C1)C1N(CCN(C1)CC(F)(F)F)CC1=C2C=CNC2=C(C=C1OC)C